C1(CC1)C1=NC=NC(=C1C1=NC=C(C(=N1)C(C(=O)OC)C1=CC=C(C=C1)C=1N(C=C(N1)C(F)(F)F)C)C)OC methyl 2-(4'-cyclopropyl-6'-methoxy-5-methyl-[2,5'-bipyrimidin]-4-yl)-2-(4-(1-methyl-4-(trifluoromethyl)-1H-imidazol-2-yl)phenyl)acetate